4-hydroxy-dispiro[chroman-2,1'-cyclohexane-4',2''-[1,3]dithiane]-6,7-dicarboxylic acid dimethyl ester COC(=O)C=1C=C2C(CC3(CCC4(SCCCS4)CC3)OC2=CC1C(=O)OC)O